O1CCC(CC1)NC(=O)N 1-(oxan-4-yl)urea